CC1=C(C=C(C(=O)NC2=CC=C(C=C2)C2CNCCC2)C=C1)NC1=NC=CC(=N1)C=1C=NC=CC1 4-Methyl-N-(4-piperidin-3-yl-phenyl)-3-(4-pyridin-3-yl-pyrimidin-2-ylamino)-benzamide